(6-(4-Chlorophenyl)pyridazin-4-yl)(4-ethylphenyl)methanone ClC1=CC=C(C=C1)C1=CC(=CN=N1)C(=O)C1=CC=C(C=C1)CC